FC=1C=C2CCNC(C2=CC1[N+](=O)[O-])=O 6-fluoro-7-nitro-3,4-dihydro-2H-isoquinolin-1-one